C1(CC1)C=1C=C(CN2CC3=CC=CC=C3C2)C=CC1OCC1CCN(CC1)S(=O)(=O)C 2-(3-Cyclopropyl-4-((1-(methylsulfonyl)piperidin-4-yl)methoxy)benzyl)-isoindoline